NC1=NC(=C(C=C1C=1C=C2CCNC(C2=CC1)=O)C1=CC=C(C=C1)C1CNCCC1)F 6-(2-amino-6-fluoro-5-(4-(piperidin-3-yl)phenyl)pyridin-3-yl)-3,4-dihydroisoquinolin-1(2H)-one